3-[4-(12-hydroxy-dodecyloxy)-phenyl]Pyran OCCCCCCCCCCCCOC1=CC=C(C=C1)C=1COC=CC1